(3S)-1-[(2R)-2-[4-(2-chlorophenyl)-2-oxo-pyrano[2,3-b]pyridin-7-yl]oxypropionyl]piperidine-3-carboxylic acid ClC1=C(C=CC=C1)C1=CC(OC2=NC(=CC=C21)O[C@@H](C(=O)N2C[C@H](CCC2)C(=O)O)C)=O